4,4'-diisothiocyanatodihydro-stilbene N(=C=S)C1=CCC(C=C1)C=CC1=CC=C(C=C1)N=C=S